N-(3-chloro-4-(2,6-dioxopiperidin-3-yl)-5-fluorobenzyl)-2-methyl-2-(pyridin-4-yl)-propanamide ClC=1C=C(CNC(C(C)(C2=CC=NC=C2)C)=O)C=C(C1C1C(NC(CC1)=O)=O)F